6-acetyl-2-[4-[4-[[4-(chloromethyl)phenyl]methyl]piperazin-1-yl]-3-methoxy-anilino]-8-cyclopentyl-5-methyl-pyrido[2,3-d]pyrimidin-7-one C(C)(=O)C1=C(C2=C(N=C(N=C2)NC2=CC(=C(C=C2)N2CCN(CC2)CC2=CC=C(C=C2)CCl)OC)N(C1=O)C1CCCC1)C